2-tetraphenylethane-1,2-diol C1(=CC=CC2=CC=C3C=C4C=CC=CC4=CC3=C12)C(CO)O